1-(2-(Aziridin-1-yl)-1-(3-chlorophenyl)ethyl)-4-(5-morpholino-1H-pyrrolo[2,3-b]pyridin-3-yl)pyridin-2(1H)-one N1(CC1)CC(C1=CC(=CC=C1)Cl)N1C(C=C(C=C1)C1=CNC2=NC=C(C=C21)N2CCOCC2)=O